FC=1C(=CC(=NC1)OC)C1=CC(=NN1)C(=O)N1C2(CC2)C[C@H](CC1)C(=O)NC12[C@H](OC(C1)(C2)CO)C (S)-4-(5-(5-fluoro-2-methoxypyridin-4-yl)-1H-pyrazole-3-carbonyl)-N-((R)-1-(hydroxymethyl)-3-methyl-2-oxabicyclo[2.1.1]hexane-4-yl)-4-azaspiro[2.5]octane-7-carboxamide